(5-(3-(2-(1-methylpiperidine-4-carboxamido)imidazo[1,2-a]pyridin-5-yl)phenyl)furan-2-yl)phosphonic acid CN1CCC(CC1)C(=O)NC=1N=C2N(C(=CC=C2)C=2C=C(C=CC2)C2=CC=C(O2)P(O)(O)=O)C1